C(C)OCC(C)O propyleneglycol ethyl ether